2-(3-chloropyridin-4-yl)-1H-naphth[2,3-d]imidazole-4,9-dione ClC=1C=NC=CC1C1=NC2=C(N1)C(C1=CC=CC=C1C2=O)=O